1-(8-chloro-2-(methoxymethyl)chroman-4-yl)-3-(1-phenyl-1H-pyrazol-3-yl)urea ClC=1C=CC=C2C(CC(OC12)COC)NC(=O)NC1=NN(C=C1)C1=CC=CC=C1